CO[Si]1(N(CCC1)CCC[Si](OC)(OC)C)OC 2,2-dimethoxy-N-(methyldimethoxysilylpropyl)-1-aza-2-silacyclopentane